2-(3-amino-1H-pyrazol-1-yl)-1-morpholinoethanone NC1=NN(C=C1)CC(=O)N1CCOCC1